FC1=C(OC2=C3C(=NC=C2)N(C=C3C(=O)NCC3=CN=CN3C)COCC[Si](C)(C)C)C(=CC(=C1)[N+](=O)[O-])F 4-(2,6-difluoro-4-nitrophenoxy)-N-[(1-methyl-1H-imidazol-5-yl)methyl]-1-{[2-(trimethylsilyl)ethoxy]methyl}-1H-pyrrolo[2,3-b]pyridine-3-carboxamide